2-((2-chloro-6-methyl-5,6,7,8-tetrahydropyrido[4,3-d]pyrimidin-4-yl)oxy)-5,6,8,9,10,11-hexahydro-7H-pyrido[3',4':4,5]pyrrolo[2,3-f]isoquinolin-7-one ClC=1N=C(C2=C(N1)CCN(C2)C)OC=2N=CC=1CCC3=C(C1C2)NC2=C3C(NCC2)=O